ClC1=C(C=CC(=C1)Cl)C1C(CC1)=O 2-(2,4-dichlorophenyl)cyclobutane-1-one